C(N)(=N)C1=CC(=C(OC(=O)C2=CC=C(S2)CC(C(=O)O)(C)C)C=C1)F 3-[5-(4-carbamimidoyl-2-fluorophenoxy)carbonyl-2-thienyl]-2,2-dimethylpropanoic acid